ethyl 2-[2-[4-[2-[2-[4-[3-(2-ethoxy-4,4-dimethyl-6-oxo-cyclohexen-1-yl)-4-methylphenyl]phenoxy]ethoxy]ethyl]piperazin-1-yl]ethoxy]acetate C(C)OC1=C(C(CC(C1)(C)C)=O)C=1C=C(C=CC1C)C1=CC=C(OCCOCCN2CCN(CC2)CCOCC(=O)OCC)C=C1